NC1(CC1)C(=O)OCC ethyl 1-aminocyclopropane-1-carboxylate